4-(N-morpholinyl)piperidin-4-ol N1(CCOCC1)C1(CCNCC1)O